C(#N)[C@H](C[C@H]1C(NCC1)=O)NC([C@H](CC(C)C)N1C(=CC2=CC=CC=C12)C(=O)N)=O ((S)-1-(((S)-1-cyano-2-((S)-2-oxopyrrolidin-3-yl)ethyl)amino)-4-methyl-1-oxopentan-2-yl)-1H-indole-2-carboxamide